CN1C2=C(C=3C=CC(=CC13)OC1=CC(=CC=C1)[N+](=O)[O-])C=NN(C2=O)CC2=CC(=CC=C2)[N+](=O)[O-] 5-methyl-3-(3-nitrobenzyl)-7-(3-nitrophenoxy)-3,5-dihydro-4H-pyridazino[4,5-b]indol-4-one